O[C@@H]1C[C@H](N(C1)C(=O)[C@@H](NC(CCOCCOCCOCCOCCOCCOCCC(=O)O)=O)C(C)(C)C)C(NCC1=CC=C(C=C1)C1=C(N=CS1)C)=O (S)-24-((2S,4R)-4-hydroxy-2-((4-(4-methylthiazol-5-yl)benzyl)carbamoyl)pyrrolidine-1-carbonyl)-25,25-dimethyl-22-oxo-4,7,10,13,16,19-hexaoxa-23-azahexacosanoic acid